C(C)(C)(C)OC(=O)NNC1=CC=C(C(=O)O)C=C1 4-(2-N-t-butoxycarbonyl-hydrazino)benzoic acid